((2S,5R)-2,5-diethyl-4-(1-(2-ethyl-4-fluorophenyl)ethyl)piperazin-1-yl)-4-methyl-2,4-dihydro-5H-pyrazolo[4,3-b]pyridin-5-one C(C)[C@@H]1N(C[C@H](N(C1)C(C)C1=C(C=C(C=C1)F)CC)CC)N1N=C2C(N(C(C=C2)=O)C)=C1